C(#N)COC1=C(C(=C(C=C1)C1=CN=C(N1C)C(=O)NC1=CC(=C(C(=O)O)C=C1)C)F)F 4-[[5-[4-(cyanomethoxy)-2,3-difluoro-phenyl]-1-methyl-imidazole-2-carbonyl]amino]-2-methyl-benzoic acid